6'-bromo-8,8'-dimethyl-2'H-8-azaspiro[bicyclo[3.2.1]octane-3,3'-imidazo[1,5-a]pyridine]-1',5'-dione BrC1=CC(=C2N(C1=O)C1(NC2=O)CC2CCC(C1)N2C)C